4',4''-[(perfluorocyclobutane-1,2-diyl)bis(oxy)]bis((1,1'-biphenyl)-4-amine) FC1(C(C(C1(F)F)(F)F)(OC1=CC=C(C=C1)C1=CC=C(C=C1)N)F)OC1(CC=C(C=C1)C1=CC=CC=C1)N